C(C)(C)(C)OC(NCCN1N=C2N(C(N(CC2=C1)C1CCN(CC1)C1=C(C=CC=C1C)F)=O)CC1=C(C=CC=C1)C(F)(F)F)=O {2-[5-[1-(2-fluoro-6-methyl-phenyl)-piperidin-4-yl]-6-oxo-7-(2-trifluoromethyl-benzyl)-4,5,6,7-tetrahydro-pyrazolo[3,4-d]pyrimidin-2-yl]-ethyl}-carbamic acid tert-butyl ester